tert-butyl (6R,7S)-7-[3-(2,6-dioxo-3-piperidyl)-1-methyl-indazol-6-yl]oxy-6-methyl-2-azaspiro[3.5]nonane-2-carboxylate O=C1NC(CCC1C1=NN(C2=CC(=CC=C12)O[C@@H]1[C@@H](CC2(CN(C2)C(=O)OC(C)(C)C)CC1)C)C)=O